C1=NC2=C(N1[C@H]3[C@H]4[C@@H]([C@H](O3)CO)OP(=O)(O4)[O-])N=C(NC2=O)N The molecule is a 2',3'-cyclic nucleotide(1-) which is obtained from 2',3'-cyclic GMP by removal of a proton from the cyclic phosphate group. It is a conjugate base of a 2',3'-cyclic GMP.